(cis)-benzyl 5-(4-(tert-butoxy)-3,3-dimethyl-4-oxobutanoyl)-3,3-difluorohexahydropyrrolo[3,4-b]pyrrole-1(2H)-carboxylate C(C)(C)(C)OC(C(CC(=O)N1C[C@@H]2N(CC([C@@H]2C1)(F)F)C(=O)OCC1=CC=CC=C1)(C)C)=O